[Si](C)(C)(C(C)(C)C)OCC(C(=O)OCC)(C)C=1C(=NC(=NC1)SC)Cl ethyl 3-[tert-butyl(dimethyl)silyl]oxy-2-(4-chloro-2-methylsulfanyl-pyrimidin-5-yl)-2-methyl-propanoate